N[C@H](C(=O)N[C@H](C(=O)OC)C[C@H]1C(NCCC1)=O)CC(C)(C)F Methyl (2S)-2-[[(2S)-2-amino-4-fluoro-4-methyl-pentanoyl]amino]-3-[(3S)-2-oxo-3-piperidyl]propanoate